FC(C(=O)O)(CC1=CC(=CC(=C1)C(F)(F)F)C(F)(F)F)F α,α-difluoro-3,5-bis(trifluoromethyl)-phenylpropionic acid